ClC=1C=C(C(=O)NC2=CC(=C(C=C2)C)[C@H](C)NC=2C=NC=3C(N2)=NN(C3)CC)C=C(C1CN1CCOCC1)F (S)-3-chloro-N-(3-(1-((2-ethyl-2H-pyrazolo[3,4-b]pyrazin-6-yl)amino)ethyl)-4-methylphenyl)-5-fluoro-4-(morpholinomethyl)benzamide